1-(6Z,9Z,12Z,15Z-octadecatetraenoyl)-2-(11Z,14Z-eicosadienoyl)-glycero-3-phosphocholine CCCCC/C=C\C/C=C\CCCCCCCCCC(=O)O[C@H](COC(=O)CCCC/C=C\C/C=C\C/C=C\C/C=C\CC)COP(=O)([O-])OCC[N+](C)(C)C